CC1(OB(OC1(C)C)C1=CC=CC=2CN(COC21)C(=O)OC(C)(C)C)C tert-butyl 8-(4,4,5,5-tetramethyl-1,3,2-dioxaborolan-2-yl)-2,4-Dihydro-1,3-benzoxazine-3-carboxylate